ON=C(C(=O)N)C 2-(hydroxyimino)propionamide